FC1(CN(CC1)C1=NC=CC(=C1NC(=O)C=1C=NC(=NC1)C(C)C)N=S(=O)(C)C)F N-(2-(3,3-difluoropyrrolidin-1-yl)-4-((dimethyl(oxo)-lambda6-sulfaneylidene)amino)pyridin-3-yl)-2-isopropylpyrimidine-5-carboxamide